N-(2,4-dichlorobenzyl)-5-(ethylsulfonyl)thiophene-2-carboxamide tert-butyl-1-((5-(2-hydroxypropan-2-yl)pyridin-2-yl)methyl)-2-methyl-2-(pyrimidin-2-yl)hydrazinecarboxylate C(C)(C)(C)OC(=O)N(N(C1=NC=CC=N1)C)CC1=NC=C(C=C1)C(C)(C)O.ClC1=C(CNC(=O)C=2SC(=CC2)S(=O)(=O)CC)C=CC(=C1)Cl